{6-[endo-3-amino-8-azabicyclo[3.2.1]octan-8-yl]-3-(7-chloro-2-methyl-1,3-benzothiazol-6-yl)-1H-pyrazolo[3,4-b]pyrazin-5-yl}methanol NC1CC2CCC(C1)N2C2=C(N=C1C(=N2)NN=C1C1=C(C2=C(N=C(S2)C)C=C1)Cl)CO